CC1=NC2=CC=CC(=C2C(N1C1C(NC(CC1)=O)=O)=O)CCCCCCCCN1CCC(CC1)N1CCN(CC1)C 3-(2-methyl-5-(8-(4-(4-methylpiperazin-1-yl)piperidin-1-yl)octyl)-4-oxoquinazoline-3(4H)-yl)piperidine-2,6-dione